(R)-1-(1-((3S,5S)-5-(Hydroxymethyl)-1-(4,4,4-trifluorobutyl)pyrrolidin-3-yl)-1,6-dihydroimidazo[4,5-d]pyrrolo[2,3-b]pyridin-2-yl)ethanol OC[C@@H]1C[C@@H](CN1CCCC(F)(F)F)N1C(=NC=2C1=C1C(=NC2)NC=C1)[C@@H](C)O